(4-iodo-1H-pyrazol-1-yl)piperidine-1-carboxylic acid IC=1C=NN(C1)C1N(CCCC1)C(=O)O